C1(=CC=CC=C1)[C@H](CCNC(=O)N)NC(=O)N1CC2=CC=CC(=C2CC1)C1=CC=C(C=C1)C(F)(F)F (S)-N-(1-phenyl-3-ureidopropyl)-5-(4-(trifluoromethyl)phenyl)-3,4-dihydroisoquinoline-2(1H)-carboxamide